N-(2-hydroxy-2-methylpropyl)piperidine-3-carboxamide OC(CNC(=O)C1CNCCC1)(C)C